C(C)(C)(C)OC(=O)N1[C@@H](C[C@H](C1)N)C (2R,4R)-4-amino-2-methylpyrrolidine-1-carboxylic acid tert-butyl ester